B(O)(O)OO peroxyboric acid